7-isobutylpyrrolo[2,1-f][1,2,4]triazine-6-carbonitrile C(C(C)C)C1=C(C=C2C=NC=NN21)C#N